(4-cyclopropoxyphenyl){4-[6-fluoro-2-(4-piperidyl)-3H-1,3,4-triazainden-7-yl]-1-piperidyl}methanone C1(CC1)OC1=CC=C(C=C1)C(=O)N1CCC(CC1)C=1C(=CN=C2NC(=NC12)C1CCNCC1)F